C(C)OC(COCCN1CCN(CC1)C1=C2C(N(C(C2=CC(=C1)F)=O)C1C(NC(CC1)=O)=O)=O)OCC {4-[2-(2,2-diethoxyethoxy)ethyl]piperazin-1-yl}-2-(2,6-dioxopiperidin-3-yl)-6-fluoroisoindole-1,3-dione